C(C)C[C@@H]1CO1 ethyl-(2R)-2,3-epoxypropane